NC1=CC=C(C=C1)S(=O)(=O)N1CCN(CC1)C(=O)OCC1=CC=CC=C1 benzyl 4-(4-aminophenyl)sulfonylpiperazine-1-carboxylate